2-(2,6-dioxopiperidin-3-yl)-5-[[1-(pyrrolidin-3-ylmethyl)piperidin-4-yl]oxy]isoindole-1,3-dione hydrochloride Cl.O=C1NC(CCC1N1C(C2=CC=C(C=C2C1=O)OC1CCN(CC1)CC1CNCC1)=O)=O